COC(=O)C1=NC(=CN=C1)C(F)(F)F 6-(trifluoromethyl)pyrazine-2-carboxylic acid methyl ester